(Z)-3-amino-2-cyano-3-phenylpropan NC(C(C)C#N)C1=CC=CC=C1